racemic-4-(tert-butoxy)-6,8-difluoro-7-(3-(methoxymethoxy)-8-((triisopropylsilyl)ethynyl)naphthalen-1-yl)-2-(methylthio)quinazoline C(C)(C)(C)OC1=NC(=NC2=C(C(=C(C=C12)F)C1=CC(=CC2=CC=CC(=C12)C#C[Si](C(C)C)(C(C)C)C(C)C)OCOC)F)SC